N1CC(C1)C1=NN(C(=C1)NCC=1SC(=CC1)Cl)C(C(C)(C)C)=O 1-[3-(Azetidin-3-yl)-5-{[(5-chlorothiophen-2-yl)methyl]amino}-1H-pyrazol-1-yl]-2,2-dimethylpropan-1-on